methyl 2-[tert-butoxycarbonyl-[(2,4-dimethoxyphenyl)methyl]amino]acetate C(C)(C)(C)OC(=O)N(CC(=O)OC)CC1=C(C=C(C=C1)OC)OC